(R)-2-((1-(2-cyano-7-methyl-3-(2-methylthiazol-5-yl)quinolin-5-yl)ethyl)amino)benzoic acid C(#N)C1=NC2=CC(=CC(=C2C=C1C1=CN=C(S1)C)[C@@H](C)NC1=C(C(=O)O)C=CC=C1)C